4-[2-[1-[4-[(2,6-dioxo-3-piperidinyl)amino]-2-fluoro-phenyl]-4-piperidinyl]ethyl]piperidine-1-carboxylic acid tert-butyl ester C(C)(C)(C)OC(=O)N1CCC(CC1)CCC1CCN(CC1)C1=C(C=C(C=C1)NC1C(NC(CC1)=O)=O)F